CN(C1=NC=CC=C1)CCOC1=CC=C(C=C2C(NC(S2)=O)=O)C=C1 5-[4-[2-[N-methyl-N-(2-pyridyl)amino]-ethoxy]benzylidene]thiazolidine-2,4-dione